2-methoxy-2,4-dimethylheptane COC(C)(CC(CCC)C)C